9-(4-bromophenyl)-9-phenylfluorene BrC1=CC=C(C=C1)C1(C2=CC=CC=C2C=2C=CC=CC12)C1=CC=CC=C1